CS(=O)(=O)OC1CCN(CC1)C(=O)OC(C)(C)C tert-Butyl 4-((methylsulfonyl) oxy)-piperidine-1-carboxylate